nickel acetate, hydrate O.C(C)(=O)[O-].[Ni+2].C(C)(=O)[O-]